5-((4-bromo-2-fluorophenyl)amino)-N-(2-((tert-butyldimethylsilyl)oxy)ethoxy)-4-fluoro-1-methyl-1H-benzo[d]imidazole-6-carboxamide BrC1=CC(=C(C=C1)NC1=C(C2=C(N(C=N2)C)C=C1C(=O)NOCCO[Si](C)(C)C(C)(C)C)F)F